N-[5-butyl-4-(1-methyl-6-oxopyridin-3-yl)pyrimidin-2-yl]ethanesulfonamide C(CCC)C=1C(=NC(=NC1)NS(=O)(=O)CC)C1=CN(C(C=C1)=O)C